(4S)-7-chloro-6-(3-fluoro-2-pyridinyl)-4-methyl-N-[(2R)-2-hydroxypropyl]-8-(trifluoromethyl)-4H-imidazo[1,2-a][1,4]benzodiazepine-2-Carboxamide ClC1=C(C=CC2=C1C(=N[C@H](C=1N2C=C(N1)C(=O)NC[C@@H](C)O)C)C1=NC=CC=C1F)C(F)(F)F